C[Si](C)(C)C#CC1=CC=C(C=C1)CCC(=O)O 3-(4-((trimethylsilyl)ethynyl)phenyl)propanoic acid